O.O.O.O.C(C(=O)O)(=O)O oxalic acid, tetrahydrate